2-[(3R)-3-amino-1-piperidyl]ethyl 6-[5-(6-methyl-2-pyridyl)-1H-pyrazol-4-yl]quinoline-3-carboxylate CC1=CC=CC(=N1)C1=C(C=NN1)C=1C=C2C=C(C=NC2=CC1)C(=O)OCCN1C[C@@H](CCC1)N